ClC=1C=CC(=C(C1)C1=CC(=C(N=N1)SCCO)NC1=CC(=NC=C1)NC(=O)[C@@H]1C[C@H](C1)N1CCC(CC1)(CO)F)F Trans-N-(4-{[6-(5-chloro-2-fluorophenyl)-3-[(2-hydroxy-ethyl)sulfanyl]pyridazin-4-yl]-amino}pyridin-2-yl)-3-[4-fluoro-4-(hydroxymethyl)-piperidin-1-yl]cyclobutane-1-carboxamide